FC1=CC=C(C=C1)C=1N=CN(C1C=1C=CC=2N(N1)C(=CN2)C#N)CCOC(C)C 6-(4-(4-fluorophenyl)-1-(2-isopropoxyethyl)-1H-imidazol-5-yl)imidazo[1,2-b]pyridazine-3-carbonitrile